C(C)(C)C1=C(NC2=C1N=C(S2)C2CCC(CC2)N2CC(C2)OC)C=2C=C(C=1N(C2)N=CN1)OC 6-isopropyl-5-(8-methoxy-[1,2,4]triazolo[1,5-a]pyridin-6-yl)-2-(4-(3-methoxyazetidin-1-yl)cyclohexyl)-4H-pyrrolo[3,2-d]thiazol